NC[C@H](C1=CC(=CC=C1)Cl)NC(=O)C=1N=CN(C1)C1=NC(=NC=C1C)NC1CC(C1)(F)F (S)-N-(2-amino-1-(3-chlorophenyl)-ethyl)-1-(2-((3,3-difluoro-cyclobutyl)amino)-5-methyl-pyrimidin-4-yl)-1H-imidazole-4-carboxamide